BrC=1C2(C3=CC=C(C(=C3C1)Cl)Cl)CCC(CC2)(C(=O)OC)NC2=CC(=CC=C2)Cl methyl (1s,4s)-2'-bromo-4',5'-dichloro-4-(3-chloroanilino)spiro[cyclohexane-1,1'-indene]-4-carboxylate